(5-bromo-6-(methylthio)pyridin-3-yl)methanol BrC=1C=C(C=NC1SC)CO